C(C)(=O)C1(C2=NC=NC2=NC=N1)N 6-acetyladenine